(S)-2-(Amino(4,4-difluorocyclohexyl)methyl)-1H-benzo[d]imidazole-5-carbonitrile hydrochloride Cl.N[C@H](C1=NC2=C(N1)C=CC(=C2)C#N)C2CCC(CC2)(F)F